5-(1H-imidazol-1-yl)-N-((1s,4s)-4-methyl-4-((2,2,2-trifluoroethyl)amino)cyclohexyl)-1H-pyrazolo[3,4-c]pyridine-7-carboxamide N1(C=NC=C1)C=1C=C2C(=C(N1)C(=O)NC1CCC(CC1)(NCC(F)(F)F)C)NN=C2